3-(sec-butyl)-4-(1-methyl-1H-pyrazole-4-carbonyl)-1,3,4,5-tetrahydro-2H-pyrido[3,4-e][1,4]diazepin-2-one C(C)(CC)C1N(CC2=C(NC1=O)C=NC=C2)C(=O)C=2C=NN(C2)C